C(=O)OCC(C)(C)C neopentyl formate